tert-Butyl 4-hydroxy-3,3-dimethyl-4-(((R)-2-oxo-4-phenylpyrrolidin-1-yl)methyl)piperidine-1-carboxylate OC1(C(CN(CC1)C(=O)OC(C)(C)C)(C)C)CN1C(C[C@@H](C1)C1=CC=CC=C1)=O